FC=1C=C2N(CCN(C2=CC1)C(=O)NC1CCN(CC1)C(C)C)C1=CC=C(C=C1)F 6-fluoro-4-(4-fluorophenyl)-N-(1-isopropylpiperidin-4-yl)-3,4-dihydroquinoxaline-1(2H)-carboxamide